C(C)OC(C(C=1C=NN(C1)C)NCC(C)C1=CC=C(C=C1)C#N)=O ((2-(4-cyanophenyl)propyl)amino)-2-(1-methyl-1H-pyrazol-4-yl)acetic acid ethyl ester